pyrano[3,2-g:5,6-g']diquinolin N1=CC=CC=2CC=3C(=CC12)OC1=C(C=C2C=CC=NC2=C1)C3